5-methyl-4-oxo-7-{3-[(1,3,4-thiadiazol-2-yl)carbamoyl]azetidin-1-yl}-1-(1,3-thiazol-2-yl)-1,4-dihydro-1,8-naphthyridine-3-carboxylic acid CC1=C2C(C(=CN(C2=NC(=C1)N1CC(C1)C(NC=1SC=NN1)=O)C=1SC=CN1)C(=O)O)=O